C(C)N1N=C2C(C(N(C3=C(N=CC=C23)N)C)C)=N1 2-ethyl-4,5-dimethyl-4,5-dihydro-2H-[1,2,3]triazolo[4,5-c][1,7]naphthyridin-6-amine